[B].ClC(CCCCCCCN(C)C)(Cl)Cl trichloro(N,N-dimethyl-N-octylamine) boron